(S)-5-methyl-4-amino-1-(tetrahydrofuran-3-yl)-1H-pyrazole CC1=C(C=NN1[C@@H]1COCC1)N